C(C)(C)(C)OC(NCCOCCCSSCCCOCCNC(OC(C)(C)C)=O)=O di-tert-Butyl(((disulfanediylbis(propane-3,1-diyl))bis(oxy))bis(ethane-2,1-diyl))dicarbamate